C(CCCCCCC\C=C/CCCCCCCC)(=O)N[C@@H](CCCCN)C(=O)O Oleoyl-L-lysine